CN1CC(CC1)C(=O)N1CCC(=CC1)C1=C2C(=NC(=C1)NC(=O)C1CC1)NC=C2 N-(4-(1-(1-methylpyrrolidine-3-carbonyl)-1,2,3,6-tetrahydropyridin-4-yl)-1H-pyrrolo[2,3-b]pyridin-6-yl)cyclopropylcarboxamide